ClN1C(=NC=CC1=O)C1=NC=NC=C1 chloro-[2,4'-bipyrimidine]-4(3H)-one